FC(S(=O)(=O)OC1=CC(=CC2=CC=CC(=C12)C#C[Si](C(C)C)(C(C)C)C(C)C)F)(F)F 3-fluoro-8-{[tri(prop-2-yl)silyl]ethynyl}naphthalene-1-yl trifluoromethanesulfonate